ClC=1C(=C(CN2CCC(CC2)(C(=O)O)CC2=NC(=NC=C2F)NC2=NNC(=C2)C)C=CC1)F 1-(3-chloro-2-fluorobenzyl)-4-((5-fluoro-2-((5-methyl-1H-pyrazol-3-yl)amino)pyrimidin-4-yl)methyl)piperidine-4-carboxylic acid